OC(C)C=1C(=NC(=CC1)N1C=NC2=C1C=CC(=C2)NC=2N=NC(=CC2)C)C=2C=C(C=NC2)C#N 5-[3-(1-Hydroxyethyl)-6-[5-[(6-methylpyridazin-3-yl)amino]benzimidazol-1-yl]-2-pyridinyl]pyridine-3-carbonitrile